C1(CCCCC1)S(=O)(=O)NC(C1=C(C(=C(C=C1CCCCC)O)CC=C(CCC=C(C)C)C)O)=O N-(cyclohexylsulfonyl)-3-(3,7-dimethylocta-2,6-dien-1-yl)-2,4-dihydroxy-6-pentylbenzamide